COC([C@H]1N(C[C@@H](C1)O)C(=O)OCC1=CC=CC=C1)=O (2S,4R)-N-carbobenzoxy-4-hydroxyproline methyl ester